ClC=1C(=C(C=CC1)C(CN1[C@@H](C[C@@](CC1)(C(=O)O)CC1=NC(=CC=C1F)NC1=NNC(=C1)C)C)(F)F)F (2R,4R)-1-(2-(3-chloro-2-fluoro-phenyl)-2,2-difluoroethyl)-4-((3-fluoro-6-((5-methyl-1H-pyrazol-3-yl)amino)pyridin-2-yl)methyl)-2-methylpiperidine-4-carboxylic acid